NC1=NC=NN2C1=C(C(=N2)C2=CC=C(C=C2)NC(C(=C)C)=O)C2=CC(=C(C=C2)OC2=NC=CC(=N2)C)F N-(4-(4-amino-5-(3-fluoro-4-((4-methylpyrimidin-2-yl)oxy)phenyl)pyrazolo[5,1-f][1,2,4]triazin-6-yl)phenyl)methacrylamide